1-(2-(6-(bicyclo[1.1.1]pentan-1-yl)pyridin-3-yl)-5-(7-bromo-1H-benzo[d]imidazole-4-carbonyl)-2,3,4,5,5a,6,8,9-octahydro-7H-1,2,5,7-tetraazabenzo[cd]azulen-7-yl)prop-2-en-1-one C12(CC(C1)C2)C2=CC=C(C=N2)N2N=C1CCN(CC3C1=C2CCN3C(=O)C3=CC=C(C=2NC=NC23)Br)C(C=C)=O